2-[[7-bromo-5-(2,2-dimethylpropylsulfanyl)indazol-2-yl]methoxy]ethyl-trimethyl-silane BrC1=CC(=CC2=CN(N=C12)COCC[Si](C)(C)C)SCC(C)(C)C